C(C1=CC=CC=C1)(C1=CC=CC=C1)[C@@H](C(=O)NC1=CC=C(C=C1)C=1N(C=NC1)C)NC(=O)C1(CC1)F N-[(1S)-1-benzhydryl-2-[4-(3-methylimidazol-4-yl)anilino]-2-oxo-ethyl]-1-fluoro-cyclopropanecarboxamide